O1CC(=CC1)C=1C=C(CO)C=CC1 3-(2,5-dihydrofuran-3-yl)benzyl alcohol